[Si](C1=CC=CC=C1)(C1=CC=CC=C1)(C(C)(C)C)OC[C@@H]1[C@H](C[C@H]2OC(C[C@H]21)=O)O (3as,4r,5s,6ar)-4-(((tert-butyldiphenylsilyl)oxy)methyl)-5-hydroxyhexahydro-2H-cyclopenta[b]furan-2-one